ClC1=CC=C(C(=N1)C(=O)NS(=O)(=O)C)N[C@H](C)C=1C=C(C=C2C(N(C(=NC12)N1[C@H]2CN([C@@H](C1)C2)C=2C=NC(=NC2)C)C)=O)C 6-chloro-3-(((R)-1-(3,6-dimethyl-2-((1R,4R)-5-(2-methylpyrimidin-5-yl)-2,5-diazabicyclo[2.2.1]heptan-2-yl)-4-oxo-3,4-dihydroquinazolin-8-yl)ethyl)amino)-N-(methylsulfonyl)picolinamide